C1(CC1)N1CCC(CC1)NC1=C2C(=NC3=CC(=C(N=C13)OC)OC)CCCC2 1-cyclopropyl-N-{2,3-dimethoxy-6H,7H,8H,9H-cyclohexa[b]1,5-naphthyridin-10-yl}piperidin-4-amine